(±)-trans-N-(8-amino-6-(6-cyano-4-methylpyridin-3-yl)isoquinolin-3-yl)-2-cyanocyclopropane-1-carboxamide NC=1C=C(C=C2C=C(N=CC12)NC(=O)[C@H]1[C@@H](C1)C#N)C=1C=NC(=CC1C)C#N |r|